(2R,6S)-6-((4-bromophenoxy)methyl)-2-cyclopropyl-2-(methoxymethyl)-1,4-dioxan BrC1=CC=C(OC[C@@H]2COC[C@](O2)(COC)C2CC2)C=C1